C(C)(C)N1CCN(CC1)C1=CC=C(C=C1)C=1C=C(C2=C(N(C(=N2)C2CCN(CC2)S(=O)(=O)C)C)C1)NC1CCN(CC1)S(=O)(=O)C 6-(4-(4-isopropylpiperazin-1-yl)phenyl)-1-methyl-N,2-bis(1-(methylsulfonyl)piperidin-4-yl)-1H-benzo[d]imidazol-4-amine